C(C)(C)(C)OC(=O)N1C[C@@H](N(C[C@H]1C)C=1C=2N(N(C(C1)=O)C)C=C(N2)C(=O)OC)CC methyl 8-((2S,5R)-4-(tert-butoxycarbonyl)-2-ethyl-5-methylpiperazin-1-yl)-5-methyl-6-oxo-5,6-dihydroimidazo[1,2-b]pyridazine-2-carboxylate